2-amino-7-benzyl-9-((2R,3S,4S,5R)-4-fluoro-3-hydroxy-5-(hydroxymethyl)tetrahydrofuran-2-yl)-7,9-dihydro-1H-purine-6,8-dione NC=1NC(C=2N(C(N(C2N1)[C@@H]1O[C@@H]([C@H]([C@H]1O)F)CO)=O)CC1=CC=CC=C1)=O